BrC1=CC(=NC(=C1)N1C(=NC=C1)C)N1C(=NC=C1)C 4-bromo-2,6-bis(2-methyl-1H-imidazol-1-yl)pyridine